N1(C=NC=C1)CC(CC1=CC=CC=C1)NC(\C=C\C=1OC2=C(C1)C=CC=C2)=O (E)-N-(1-(1H-imidazol-1-yl)-3-phenylpropan-2-yl)-3-(benzofuran-2-yl)acrylamide